(S)-2-(4-Isopropyl-1,2,3-thiadiazol-5-carboxamido)-N1-(1-(2-(2-adamantylamino)-2-oxoethyl)-2-oxo-1,2-dihydropyridin-3-yl)-N6-methyl-5-oxohexandiamid C(C)(C)C=1N=NSC1C(=O)N[C@H](C(=O)NC=1C(N(C=CC1)CC(=O)NC1C2CC3CC(CC1C3)C2)=O)CCC(C(=O)NC)=O